FC(C1=NC(=CC(=N1)OCC([C@H](CCC(=O)O)NC([C@H](C)NC(C(=O)NC1=C(C=CC=C1F)F)=O)=O)=O)C(F)(F)F)(F)F (S)-6-((2,6-bis(trifluoromethyl)pyrimidin-4-yl)oxy)-4-((S)-2-(2-((2,6-difluorophenyl)amino)-2-oxoacetamido)propanamido)-5-oxohexanoic acid